Dinitrothiophenol C1=CC(=C(C(=C1)S)[N+](=O)[O-])[N+](=O)[O-]